ClC1=CC=C(S1)CNC1=CC(=NN1C(C1=C(C=CC=C1)OC)=O)C1CCOCC1 N-[(5-chlorothiophen-2-yl)methyl]-1-(2-methoxybenzoyl)-3-(oxan-4-yl)-1H-pyrazol-5-amine